NC1=C(C(C#N)=CC(=C1)F)C#N amino-5-fluorophthalonitrile